BrC(C)C=1C=CC=2C=3N(C(NC2C1F)=O)C[C@H](N3)C (2R)-8-(1-bromoethyl)-7-fluoro-2-methyl-2,6-dihydroimidazo[1,2-c]quinazolin-5(3H)-one